ClC1=C(C(=CC=C1Cl)OCOCC[Si](C)(C)C)[C@H](C[N+](=O)[O-])O |r| rac-1-(2,3-dichloro-6-((2-(trimethylsilyl)ethoxy)methoxy)phenyl)-2-nitroethanol